NC([C@H](CO)NC(=O)C1=C(OC2=C1C=C(C=C2)OCC2=NC=CC=C2)C(F)F)=O (S)-N-(1-amino-3-hydroxy-1-oxopropan-2-yl)-2-(difluoromethyl)-5-(pyridin-2-ylmethoxy)benzofuran-3-carboxamide